BrC1=CC=C(CN2C=CC3=CC(=CC=C23)N2N=C(N=C2C)C(=O)N)C=C1 1-(1-(4-bromobenzyl)-1H-indol-5-yl)-5-methyl-1H-1,2,4-triazole-3-carboxamide